BrC1=C(C(=C(C(=C1CO)Br)CO)Br)CO 2,4,6-tribromobenzene-1,3,5-trimethanol